C=12C3=CC=CC(=C3SC2=CC=CC1)S(=O)(=O)C1=CC=C(C=C1)CNC(=O)C1=CC=2C(=CN=CC2)O1 N-[(4-{8-thiatricyclo[7.4.0.02,7]trideca-1(13),2,4,6,9,11-hexaene-6-sulfonyl}phenyl)methyl]furo[2,3-c]pyridine-2-carboxamide